[Na].C(CCCCC)NC=1C=NC2=CC=CC=C2N1 3-(n-hexylamino)quinoxaline sodium